8'-Bromo-1-(2-((tert-butyldimethylsilyl)oxy)ethyl)-7'-fluoro-3'-methylspiro[azetidine-3,1'-pyrrolo[2,3-c]quinolin]-2'(3'H)-one BrC1=CC=2C3=C(C=NC2C=C1F)N(C(C31CN(C1)CCO[Si](C)(C)C(C)(C)C)=O)C